4-(3-[methyl-(2-methyl-2-methyldisulfanyl-propyl)-amino]-propyl)-pyridin CN(CCCC1=CC=NC=C1)CCCSS(C)C